(2-ethylhexyl) phosphate di-n-hexylamine salt C(CCCCC)NCCCCCC.P(=O)(OCC(CCCC)CC)(O)O